C1(=CC=CC=C1)NC1=NC(=NN1CC1=CC=C(C=C1)C=C)CC1=CC=CC=C1 5-phenylamino-3-benzyl-1-(4-vinylbenzyl)-1H-1,2,4-triazole